2,4-DIHYDROXYBUTYRATE OC(C(=O)[O-])CCO